(R)-2-((4-(6-((6-amino-2-(difluoromethyl)pyrimidin-4-yl)amino)-4-methoxypyridin-3-yl)-1H-pyrazol-1-yl)methyl)azetidine-1-carboxylic acid tert-butyl ester C(C)(C)(C)OC(=O)N1[C@H](CC1)CN1N=CC(=C1)C=1C=NC(=CC1OC)NC1=NC(=NC(=C1)N)C(F)F